4-(benzo[c][1,2,5]oxadiazol-5-yl)-1,2-dimethyl-5-(quinoxalin-6-yl)-1H-pyrazol N=1ON=C2C1C=CC(=C2)C=2CN(N(C2C=2C=C1N=CC=NC1=CC2)C)C